CC1=CC(=NN1C=1C=C2C=CN(C2=CC1)CC1=CC=C(C=C1)CC1CN(CC1)C)C(=O)N 5-methyl-1-(1-(4-((1-methylpyrrolidin-3-yl)methyl)benzyl)-1H-indol-5-yl)-1H-pyrazole-3-carboxamide